(S)-3-((6'-Chloro-5-fluoro-3-methoxy-[2,3'-bipyridin]-4'-yl)amino)butan-1-ol ClC1=CC(=C(C=N1)C1=NC=C(C=C1OC)F)N[C@H](CCO)C